(1S,5R)-3-(3-fluoro-7-(trifluoromethyl)pyrazolo[1,5-a]pyridin-4-yl)-5-(trifluoromethyl)-3-azabicyclo[3.1.0]hexane-1-carboxylic acid FC=1C=NN2C1C(=CC=C2C(F)(F)F)N2C[C@@]1(C[C@@]1(C2)C(F)(F)F)C(=O)O